C1CC(=O)NC(=O)C1N2C(=O)C3=CC=CC=C3C2=O α-(N-phthalimido)glutarimide